[(Z)-non-2-enyl] 8-[2-[8-[(Z)-non-2-enoxy]-8-oxo-octoxy]-3-[octyl-[2-[2-[2-[2-(2-trityloxyethoxy)ethoxy]ethoxy]ethoxy]ethyl]amino]-3-oxo-propoxy]octanoate C(\C=C/CCCCCC)OC(CCCCCCCOC(COCCCCCCCC(=O)OC\C=C/CCCCCC)C(=O)N(CCOCCOCCOCCOCCOC(C1=CC=CC=C1)(C1=CC=CC=C1)C1=CC=CC=C1)CCCCCCCC)=O